diphenylmethylene(2,7-di-tert-butylfluorenyl)(cyclopentadienyl)zirconium C1(=CC=CC=C1)C(C1=CC=CC=C1)=[Zr](C1C=CC=C1)C1=C(C=CC=2C3=CC=C(C=C3CC12)C(C)(C)C)C(C)(C)C